FC1(CCC2=C1N=C(N=C2C2=CC1=C([C@@H](CS1(=O)=O)NS(=O)(=O)C)C=C2)N2[C@H]([C@@H](C2)F)C)F N-[(3S)-6-[7,7-difluoro-2-[(2S,3R)-3-fluoro-2-methyl-azetidin-1-yl]-5,6-dihydrocyclopenta[d]pyrimidin-4-yl]-1,1-dioxo-2,3-dihydrobenzothiophen-3-yl]methanesulfonamide